N[C@@]1(C[C@@H](NC1)C(=O)[O-])C(=O)[O-] (2R,4R)-4-aminopyrrolidine-2,4-dicarboxylate